(5R,6R)-3-(1-benzyl-5-bromo-1H-indol-3-yl)-5,6-diphenyl-5,6-dihydropyrazine C(C1=CC=CC=C1)N1C=C(C2=CC(=CC=C12)Br)C=1C=N[C@@H]([C@H](N1)C1=CC=CC=C1)C1=CC=CC=C1